1H-3a,7-methanoazulen-6-yl-3-(3-hydroxy-4-(pivaloyloxy)phenyl)acrylate C1C=CC23C=CC(=C(C=C12)C3)OC(C=CC3=CC(=C(C=C3)OC(C(C)(C)C)=O)O)=O